(R)-3-(9-((1s,4S)-4-carbamoylcyclohexyl)-8-(2,4,6-trichlorophenylamino)-9H-purin-2-ylamino)-N-methylpiperidine-1-carboxamide C(N)(=O)C1CCC(CC1)N1C2=NC(=NC=C2N=C1NC1=C(C=C(C=C1Cl)Cl)Cl)N[C@H]1CN(CCC1)C(=O)NC